N=1N(N=CC1)C1=C(C=CC=C1)C(=O)N1[C@@H]2[C@@H](C[C@H](C1)C2)NC2=NC=C(N=C2)C(F)(F)F (2-(2H-1,2,3-triazol-2-yl)phenyl)((1S,4S,6R)-6-((5-(trifluoromethyl)pyrazin-2-yl)amino)-2-azabicyclo[2.2.1]heptan-2-yl)methanone